2-(3,4-Dimethoxybenzoyl)-6-p-toluenesulfonylamino-4(3H)-quinazolinone COC=1C=C(C(=O)C2=NC3=CC=C(C=C3C(N2)=O)NS(=O)(=O)C2=CC=C(C)C=C2)C=CC1OC